FC(C(C)(O[Si](CC)(CC)CC)C)(F)C=1C(=C(C=CC1)[C@@H](C)N)F (1R)-1-(3-{1,1-difluoro-2-methyl-2-[(triethylsilyl)oxy]propyl}-2-fluorophenyl)ethan-1-amine